FC1([C@@H](CN2C(N(C=C21)C2=NOC1=C2C(=C(C(=C1)C)F)C1=C(C=C(C=C1F)F)F)=O)NS(=O)(=O)C)F N-{(6R)-7,7-difluoro-2-[5-fluoro-6-methyl-4-(2,4,6-trifluorophenyl)-1,2-benzoxazol-3-yl]-3-oxo-2,5,6,7-tetrahydro-3H-pyrrolo[1,2-c]imidazol-6-yl}methanesulfonamide